glycerol didecenoate C(C=CCCCCCCC)(=O)OCC(OC(C=CCCCCCCC)=O)CO